COC=1C=C2C(=NC=NC2=CC1OC)NC1=CC=C(OCC(=O)NCO)C=C1 2-(4-((6,7-dimethoxyquinazolin-4-yl)amino)phenoxy)-N-hydroxymethylacetamide